N-(2-(6,7-difluoro-1H-indol-3-yl)ethyl)-N-methylcyclobutanamine FC1=CC=C2C(=CNC2=C1F)CCN(C1CCC1)C